C(CCCCCCC)C=1C(=C(C=CC1)C=CC(=O)O)C#N.ClC1=NC=C(C(=N1)C=1C=NC(=CC1)OC(C)C)F 2-chloro-5-fluoro-4-(6-isopropoxypyridin-3-yl)pyrimidine octyl-cyanobenzeneacrylate